(1R,2S)-1-amino-2,3-dihydro-1H-indene-2-ol N[C@H]1[C@H](CC2=CC=CC=C12)O